FC(C=1C=CC=2N(N1)C(=CN2)C2=CC(=NC=N2)N2CC(CCC2)CNS(=O)(=O)C2CN(C2)C(=O)OC(C)(C)C)F tert-Butyl 3-(N-((1-(6-(6-(difluoromethyl)imidazo[1,2-b]pyridazin-3-yl)pyrimidin-4-yl)piperidin-3-yl)methyl)sulfamoyl)azetidine-1-carboxylate